(2R,4aR,7R)-12-chloro-7-((dimethylamino)methyl)-10-fluoro-11-(2-hydroxy-6-methylphenyl)-2-methyl-2,3,4,4a,6,7-hexahydro-8-oxa-3,5a,9,13c-tetraazanaphtho[3,2,1-de]anthracene-5(1H)-one ClC1=CC2=C3C=4N(C[C@H](OC4N=C2C(=C1C1=C(C=CC=C1C)O)F)CN(C)C)C([C@H]1CN[C@@H](CN13)C)=O